4-(2-(6-(trifluoromethyl)imidazo[1,2-a]pyrazin-3-yl)pyrimidin-4-yl)piperazine-2-carboxamide FC(C=1N=CC=2N(C1)C(=CN2)C2=NC=CC(=N2)N2CC(NCC2)C(=O)N)(F)F